1-propyl-3-methylimidazolium phthalate C(C=1C(C(=O)[O-])=CC=CC1)(=O)[O-].C(CC)N1C=[N+](C=C1)C.C(CC)N1C=[N+](C=C1)C